FC1=CC=C(C=C1)C=1C(=NN2C1N=C(NC2=O)S)C 8-(4-fluorophenyl)-7-methyl-2-sulfanyl-3H-pyrazolo[1,5-a][1,3,5]triazin-4-one